2-(2-((5-(1-aminoisoquinolin-7-yl)-1-(pyrrolidin-3-yl)-1H-indazol-3-yl)methoxy)phenyl)acetic acid NC1=NC=CC2=CC=C(C=C12)C=1C=C2C(=NN(C2=CC1)C1CNCC1)COC1=C(C=CC=C1)CC(=O)O